C(C)(=O)N1CC2=C(CC1)N(N=C2N2CCCC1=CC(=NC=C21)C#N)C2CCN(CC2)C(=O)OC(C)(C)C tert-butyl 4-[5-acetyl-3-(6-cyano-3,4-dihydro-2H-1,7-naphthyridin-1-yl)-6,7-dihydro-4H-pyrazolo[4,3-c]pyridin-1-yl]piperidine-1-carboxylate